pentaerythritol tetrakis(3-lauryl-thiopropionate) C(CCCCCCCCCCC)CCC(=S)OCC(COC(CCCCCCCCCCCCCC)=S)(COC(CCCCCCCCCCCCCC)=S)COC(CCCCCCCCCCCCCC)=S